[1,3]dioxan-6-ol O1COCCC1O